7-difluoromethyl-5-(3,4-dimethylphenyl)-3-(methylsulfonyl)pyrazolo[1,5-a]pyrimidine FC(C1=CC(=NC=2N1N=CC2S(=O)(=O)C)C2=CC(=C(C=C2)C)C)F